4-(((3r,4r)-3-(4-(tert-butoxycarbonyl)phenyl)-1-(2-hydroxy-2-methylpropyl)piperidin-4-yl)methyl)-5,7-dimethyl-1H-indole-1-carboxylic acid tert-butyl ester C(C)(C)(C)OC(=O)N1C=CC2=C(C(=CC(=C12)C)C)C[C@H]1[C@@H](CN(CC1)CC(C)(C)O)C1=CC=C(C=C1)C(=O)OC(C)(C)C